3-fluoro-N-[(1s,4s)-4-{[2-(trifluoromethyl)quinolin-4-yl]amino}cyclohexyl]thiophene-2-carboxamide FC1=C(SC=C1)C(=O)NC1CCC(CC1)NC1=CC(=NC2=CC=CC=C12)C(F)(F)F